CN1CCN(CC1)C1CCC(CC1)C1=NC(=C2N1C=CN=C2N)C2=CC=C(C=C2)OC2=CC=CC=C2 3-(4-(4-methylpiperazin-1-yl)cyclohexyl)-1-(4-phenoxyphenyl)imidazo[1,5-a]pyrazin-8-amine